4-(5-(2-oxa-6-azaspiro[3.3]heptan-6-yl)pyridin-3-yl)-1H-1,2,3-triazol C1OCC12CN(C2)C=2C=C(C=NC2)C=2N=NNC2